4-Cyano-2-methoxy-N-(4-methylpent-2-ynyl)-1H-benzo[d]imidazole-1-carboxamide C(#N)C1=CC=CC=2N(C(=NC21)OC)C(=O)NCC#CC(C)C